C1CC1NC(=O)CCl 2-chloro-N-cyclopropylacetamide